(S)-N-((S)-1-cyclohexyl-2-(4-(2-methyl-indolizine-6-carbonyl)piperazin-1-yl)-2-oxoethyl)-2-(methylamino)propanamide C1(CCCCC1)[C@@H](C(=O)N1CCN(CC1)C(=O)C1=CN2C=C(C=C2C=C1)C)NC([C@H](C)NC)=O